O=C1CCC(N1C1=CC=CC=C1)C(=O)N[C@H]1C[C@H](CCC1)NC1=CC(=NC2=CC=CC=C12)C(F)(F)F 5-oxo-1-phenyl-N-[(1r,3s)-3-{[2-(trifluoromethyl)quinolin-4-yl]amino}cyclohexyl]pyrrolidine-2-carboxamide